1-(1-(2-aminoethyl)-4-(2-(difluoromethoxy)pyridin-3-yl)-2-methyl-1H-imidazol-5-yl)ethan-1-one NCCN1C(=NC(=C1C(C)=O)C=1C(=NC=CC1)OC(F)F)C